N1C=CC=2C1=NC=C(C2)C2=NN(C1=NC=NC(=C12)N)CC=1C=C2CCNCC2=CC1 3-{1H-pyrrolo[2,3-b]pyridin-5-yl}-1-[(1,2,3,4-tetrahydroisoquinolin-6-yl)methyl]-1H-pyrazolo[3,4-d]pyrimidin-4-amine